5-Bromo-2-methoxy-3-(((trans-4-(trifluoromethyl)cyclohexyl)oxy)methyl)pyridine BrC=1C=C(C(=NC1)OC)CO[C@@H]1CC[C@H](CC1)C(F)(F)F